CC=1SC(=CN1)C(=O)NCCCC1=CC=C(C=C1)C=1C=C2C=NN(C2=CC1)C 2-methyl-N-(3-(4-(1-methyl-1H-indazol-5-yl)phenyl)propyl)thiazole-5-carboxamide